O1C(OCC1)C=1C=CC(=NC1)C1=C2CCN(C2=CC(=C1)F)C=1C=C(C=2N(N1)C(=CN2)C(=O)N[C@H]2[C@H](C2)F)NC 6-(4-(5-(1,3-dioxolan-2-yl)pyridin-2-yl)-6-fluoroindolin-1-yl)-N-((1R,2S)-2-fluorocyclopropyl)-8-(methylamino)imidazo[1,2-b]pyridazine-3-carboxamide